(S)-(4-(6-fluoropyrazolo[1,5-a]pyridin-2-yl)-6,7-dihydro-1H-imidazo[4,5-c]pyridin-5(4H)-yl)(5-(pyridin-2-yl)-1,3,4-oxadiazol-2-yl)methanone FC=1C=CC=2N(C1)N=C(C2)[C@H]2N(CCC1=C2N=CN1)C(=O)C=1OC(=NN1)C1=NC=CC=C1